C(C)OC(=O)C=1C=NN2C1N=C(C=C2)N2C(CCC2)C2=CC(=CC=C2)Cl 5-(2-(3-chlorophenyl)pyrrolidin-1-yl)pyrazolo[1,5-a]pyrimidine-3-carboxylic acid ethyl ester